2-(3-bromo-5-methylphenoxy)-5-(trifluoromethyl)pyridine BrC=1C=C(OC2=NC=C(C=C2)C(F)(F)F)C=C(C1)C